C(C1=CC=CC=C1)(=O)C1=CC=C(C=C1)N1C2=CC=CC=C2C=2C=C(C=CC12)C(C(CC)=NO)=O 1-(N-4-benzoylphenylcarbazole-3-yl)-butane-1,2-dione-2-oxime